4-((2-(pyridin-2-yloxy)ethyl)(4-(5,6,7,8-tetrahydro-1,8-naphthyridin-2-yl)butyl)amino)-2-(quinazolin-4-ylamino)butanoic acid N1=C(C=CC=C1)OCCN(CCC(C(=O)O)NC1=NC=NC2=CC=CC=C12)CCCCC1=NC=2NCCCC2C=C1